COC1=NC(=CC(=N1)NC1=NNC(=C1)C)N1CCNCC1 methoxy-N-(5-methyl-1H-pyrazol-3-yl)-6-(piperazin-1-yl)pyrimidin-4-amine